COC=1C=C(C=CC1OC)C1=C(NC2=CN=C(C=C21)C2CCN(CC2)C(CCN2CCCC2)=O)C 1-(4-(3-(3,4-dimethoxyphenyl)-2-methyl-1H-pyrrolo[2,3-c]pyridin-5-yl)piperidin-1-yl)-3-(pyrrolidin-1-yl)propan-1-one